trans-N-(4-(1,3-dimethyl-1H-pyrazol-4-yl)-1-methylpyrrolidin-3-yl)-2,2-dimethyl-3-((3-methylpyridin-2-yl)oxy)propionamide CN1N=C(C(=C1)[C@H]1[C@@H](CN(C1)C)NC(C(COC1=NC=CC=C1C)(C)C)=O)C